C1=CC(=CC(=C1)S(=O)(=O)[O-])[N+]#N The molecule is the aromatic diazonium ion that is diazotised 3-aminobenzenesulfonic acid. It has a role as a hapten. It derives from a benzenesulfonate.